C(C)(C)C(C(=O)O)N=NC(C(=O)O)C(C)C diisopropyl-azodiacetic acid